2-methoxy-3-azabicyclo[3.1.0]hexane-3-carboxylic acid tert-butyl ester C(C)(C)(C)OC(=O)N1C(C2CC2C1)OC